CC=1C=C(C=C2C(NC(=NC12)C=1C=C2C(=CN1)SC=C2)=O)O[C@H]2CN(C(CC2)=O)C |o1:22| (R or S)-8-methyl-6-((1-methyl-6-oxopiperidin-3-yl)oxy)-2-(thieno[2,3-c]pyridin-5-yl)quinazolin-4(3H)-one